(Z)-2-(benzo[d]thiazol-6-ylamino)-5-(benzo[d]thiazol-6-ylmethylene)-3,5-dihydro-4H-imidazol-4-one S1C=NC2=C1C=C(C=C2)NC2=N\C(\C(N2)=O)=C/C2=CC1=C(N=CS1)C=C2